6-chloro-N-methyl-N-(1-methylpiperidin-3-yl)pyridazin-3-amine ClC1=CC=C(N=N1)N(C1CN(CCC1)C)C